COC1=CC=C(CC2=C3C(=NC(=C2)C(=O)O)CCO3)C=C1 7-(4-methoxybenzyl)-2,3-dihydrofuro[3,2-b]pyridine-5-carboxylic acid